C(C1=CC=CC=C1)N([C@@H](C(=O)C1=NC=C(C=C1)C(C)(C)C)CC(C)C)C (2R)-2-[Benzyl(methyl)amino]-1-(5-tert-butyl-2-pyridyl)-4-methyl-pentan-1-one